FC=1C=C(C(=O)NC23CCC(CC2)(CC3)O)C=CC1C1=NC=CC3=C1C=CO3 3-fluoro-4-(furo[3,2-c]pyridin-4-yl)-N-(4-hydroxy-bicyclo[2.2.2]oct-1-yl)benzamide